1-(4-(4,4,5,5-tetramethyl-1,3,2-dioxaborolan-2-yl)phenyl)-1-(6-(trifluoromethyl)pyridin-2-yl)ethanol CC1(OB(OC1(C)C)C1=CC=C(C=C1)C(C)(O)C1=NC(=CC=C1)C(F)(F)F)C